COC1(COC1)C1=NC=CC(=C1C1CC(NCC1)=O)C 4-(2-(3-methoxyoxetan-3-yl)-4-methylpyridin-3-yl)piperidin-2-one